OC(C)(C)C1=CC=C(C(=O)OC)C=C1 methyl 4-α-hydroxyisopropylbenzoate